CN(CCN1C(C2=CC=CC=3C2=C(C1=O)C=CC3NNCC3=CC=C(C=C3)[N+](=O)[O-])=O)C 2-(2-(dimethylamino)ethyl)-6-(2-(4-nitrobenzyl)hydrazino)-1H-benzo[de]isoquinoline-1,3(2H)-dione